C(C)[N+](C)(C)CCCCCCCO ethyl-(7-hydroxyheptyl)dimethylammonium